C(CCCCC)P([O-])(=O)CC.[Al+3].C(CCCCC)P([O-])(=O)CC.C(CCCCC)P([O-])(=O)CC aluminum hexylethylphosphinate